ClCC1=C(C=CC=C1C)I 2-(chloromethyl)-1-iodo-3-methylbenzene